mono-sodium L-Glutamic Acid N[C@@H](CCC(=O)O)C(=O)O.[Na]